S(=O)(=O)(O)CCCC(C(=O)O)=C.C(C=C)(=O)O.FC=1C(=C(C=CC1F)C1CCN(CC1)C(=O)C1=NNC2=C1CNCC2)C(F)(F)F (4-(3,4-difluoro-2-(trifluoromethyl)phenyl)piperidin-1-yl)(4,5,6,7-tetrahydro-1H-pyrazolo[4,3-c]pyridin-3-yl)methanone acrylate (sulfopropyl-acrylate)